6-chloro-4-{3,8-diazabicyclo[3.2.1]oct-3-yl}-7-(8-ethylnaphthalen-1-yl)-8-fluoroquinazoline ClC=1C=C2C(=NC=NC2=C(C1C1=CC=CC2=CC=CC(=C12)CC)F)N1CC2CCC(C1)N2